6-(2-amino-6-fluoro-5-(2-(2-methoxyethyl)-1,2,3,4-tetrahydroisoquinolin-6-yl)pyridin-3-yl)-7-fluoro-3,4-dihydroisoquinolin-1(2H)-one NC1=NC(=C(C=C1C=1C=C2CCNC(C2=CC1F)=O)C=1C=C2CCN(CC2=CC1)CCOC)F